2-chloro-4-(3,5-difluoro-4-isopropyl-2-methoxyphenyl)-3-fluoropyridine ClC1=NC=CC(=C1F)C1=C(C(=C(C(=C1)F)C(C)C)F)OC